ClC1=NC=C2C(=N1)N(C(N(C2)C2=C(C=CC=C2C)Cl)=O)C2=NC=C(C=C2)OC 7-chloro-3-(2-chloro-6-methylphenyl)-1-(5-methoxypyridin-2-yl)-3,4-dihydropyrimido[4,5-d]pyrimidin-2(1H)-one